germanium bismuth telluride [Bi]=[Te].[Ge]